(Z)-4-decanal CCCC(CCCCCC)=O